N1=CC=CC2=CC(=CC=C12)C(C(=O)O)C (quinolin-6-yl)propionic acid